CC(C[C@H]1[C@@H](C[C@H]2N(CCC3=CC(=C(C=C23)OC)OCC23CC(C2)(C3)F)C1)O)(C)C (2R,3R,11bR)-3-(2,2-dimethylpropyl)-9-({3-fluoro-bicyclo[1.1.1]pentan-1-yl}methoxy)-10-methoxy-1H,2H,3H,4H,6H,7H,11bH-pyrido[2,1-a]isoquinolin-2-ol